FC1=C(C=C(CN2C(NC(C3=CC=CC=C23)=O)=O)C=C1)C(=O)N1CCN(CC1)C(=O)C1CC1 1-(4-Fluoro-3-(4-(cyclopropylcarbonyl)piperazine-1-carbonyl)benzyl)quinazoline-2,4(1H,3H)-dione